FC1=C(C=CC=C1)COC1=CC2=C(N(N=C2C=C1)C)C(=O)NC1(C(NCC1)=O)CO 5-[(2-fluorophenyl)methoxy]-N-[3-(hydroxymethyl)-2-oxopyrrolidin-3-yl]-2-methyl-2H-indazole-3-carboxamide